4-((3-(5-cyclopropyl-1,2,4-oxadiazol-3-yl)-2-methoxyphenyl)amino)-N-(methyl-d3)nicotinamide C1(CC1)C1=NC(=NO1)C=1C(=C(C=CC1)NC1=CC=NC=C1C(=O)NC([2H])([2H])[2H])OC